(3S,4S)-8-(9-(5-chloroquinoxalin-6-yl)-7H-imidazo[1,2-c]pyrrolo[3,2-e]pyrimidin-5-yl)-3-methyl-2-oxa-8-azaspiro[4.5]decan-4-amine ClC1=C2N=CC=NC2=CC=C1C1=CNC2=C1C=1N(C(=N2)N2CCC3([C@@H]([C@@H](OC3)C)N)CC2)C=CN1